NC1=C(C=C(C(=O)OC)C=C1NC[C@H]1OCC1)OC(F)F methyl (S)-4-amino-3-(difluoromethoxy)-5-((oxetan-2-ylmethyl)amino)benzoate